C1=C(C(=O)NC(=O)N1[C@H]2[C@H]([C@@H]([C@H](O2)CO)O)F)I 1-(2'-deoxy-2'-fluoro-β-D-arabinofuranosyl)-5-iodouracil